C(CCCC)[N+](CCCCC)(CCCCC)CCCCC.FC(C(C(C(F)(F)F)(F)F)(F)F)(S(=O)(=O)[O-])F Perfluorobutanesulfonic acid tetrapentylammonium salt